FC1=CC=C(C=C1)N1C(N=C(C=C1)NC1=NC=C(C(=C1)NC1=C(C(=CC=C1)C1=NN(C=N1)C)OC)C(CC)=O)=O 1-(4-fluorophenyl)-4-((4-((2-methoxy-3-(1-methyl-1H-1,2,4-triazol-3-yl)phenyl)amino)-5-propionylpyridin-2-yl)amino)pyrimidin-2(1H)-one